BrC=1C=C(C=CC1F)S(=O)(=O)C=1C(=C(C(=O)N)C=CC1Cl)Cl (3-bromo-4-fluorobenzenesulfonyl)-2,4-dichlorobenzamide